FC=1C(=CC=C2C(=NC(=NC12)OCC12CCCN2CCC1)N1[C@H](CN(CC1)C(C=C)=O)C)C1=CC=CC=2CCCCC12 (S)-1-(4-(8-fluoro-2-((tetrahydro-1H-pyrrolizin-7a(5H)-yl)methoxy)-7-(5,6,7,8-tetrahydronaphthalen-1-yl)quinazolin-4-yl)-3-methylpiperazin-1-yl)prop-2-en-1-one